4-chloro-1H-pyrrolo[2,3-b]Pyridine-3-carbaldehyde oxime ClC1=C2C(=NC=C1)NC=C2C=NO